COC1=C(C=CC=2C=3N(C(=NC12)NC(C1=CN=C(C=C1)CCN1CCCC1)=O)CCN3)OCCCN3CCOCC3 N-[7-methoxy-8-(3-morpholin-4-ylpropoxy)-2,3-dihydroimidazo[1,2-c]quinazolin-5-yl]-6-(2-pyrrolidin-1-ylethyl)nicotinamide